3-({[(1R)-6-[(3-fluorophenyl)(methyl)amino]-1,2,3,4-tetrahydronaphthalen-1-yl]methyl}amino)pyridine-4-carboxylic acid FC=1C=C(C=CC1)N(C=1C=C2CCC[C@H](C2=CC1)CNC=1C=NC=CC1C(=O)O)C